tert-Butyl (2S)-2-(2-{[5-(2,6-dichlorophenyl)-1-trityl-1H-indazol-3-yl]amino}-2-oxoethyl)pyrrolidine-1-carboxylate ClC1=C(C(=CC=C1)Cl)C=1C=C2C(=NN(C2=CC1)C(C1=CC=CC=C1)(C1=CC=CC=C1)C1=CC=CC=C1)NC(C[C@H]1N(CCC1)C(=O)OC(C)(C)C)=O